CC1=NOC(=C1C=1C=C(C=CC1OCCN1CCC2(CCOC2=O)CC1)NC(=O)C1CC1)C N-(3-(3,5-dimethylisoxazol-4-yl)-4-(2-(1-oxo-2-oxa-8-azaspiro[4.5]decan-8-yl)ethoxy)phenyl)cyclopropanecarboxamide